{2-methyl-4-[5-methyl-2-(4-trifluoromethyl-phenyl)-2H-[1,2,3]triazol-4-yl-methyl-sulfanyl]-phenoxy}-acetic acid CC1=C(OCC(=O)O)C=CC(=C1)SCC1=NN(N=C1C)C1=CC=C(C=C1)C(F)(F)F